4-(dimethylamino)-2,6-dimethoxybenzaldehyde CN(C1=CC(=C(C=O)C(=C1)OC)OC)C